C(C1=CC=CC=C1)OC=1C=CC(=NC1)C1=CC=CC2=C1OCCO2 8-(5-benzyloxy-pyridin-2-yl)-2,3-dihydro-benzo[1,4]dioxin